N-(5-(tert-butyl)-4-methylthiazol-2-yl)-3-((7-(5-methyl-1,2,4-oxadiazol-3-yl)isoquinolin-1-yl)amino)propenamide C(C)(C)(C)C1=C(N=C(S1)NC(C=CNC1=NC=CC2=CC=C(C=C12)C1=NOC(=N1)C)=O)C